3-(2,2-dioxo-2,1-benzothiazol-1(3H)-yl)-8-fluoroquinoline O=S1(N(C2=C(C1)C=CC=C2)C=2C=NC1=C(C=CC=C1C2)F)=O